(S)-1-(4-(dimethylamino)-3-methylbenzyl)-5-(2,2-diphenylacetyl)-4,5,6,7-tetrahydro-1H-imidazo[4,5-c]pyridine-6-carboxylic acid CN(C1=C(C=C(CN2C=NC=3CN([C@@H](CC32)C(=O)O)C(C(C3=CC=CC=C3)C3=CC=CC=C3)=O)C=C1)C)C